5-((3aS,4S,6aR)-2-oxo-hexahydro-1H-thieno[3,4-d]imidazol-4-yl)pentanoic acid O=C1N[C@H]2[C@@H](N1)CS[C@H]2CCCCC(=O)O